SC1=C(C=C(C(=C1)O)S)O 2,5-dimercapto-1,4-dihydroxybenzene